COCCOC1=C(OC2=C1C=CC=C2)C(=O)Cl (2-methoxyethoxy)benzofuran-2-carbonyl chloride